O=C1CC(N(C1)C(=O)OC(C)(C)C)C1=NC=C(C=C1)C(F)(F)F tert-butyl 4-oxo-2-(5-(trifluoromethyl)pyridin-2-yl)pyrrolidine-1-carboxylate